methyl 2-amino-2-phenylbutyrate NC(C(=O)OC)(CC)C1=CC=CC=C1